3-(Chloromethyl)-4-methyl-2-(pyridine-3-yl)pyridine ClCC=1C(=NC=CC1C)C=1C=NC=CC1